COC1=C(C(C2=CC=CC=C2C1=O)=O)\C=C(\C(=O)NOC)/CCC (2E)-2-[(3-methoxy-1,4-dioxo-1,4-dihydronaphthalen-2-yl)methylene]-N-methoxypentanamide